1-(oxan-4-yl)-1H-pyrazole-4-carboxylic acid O1CCC(CC1)N1N=CC(=C1)C(=O)O